6-cyclopropyl-9-(2-cyclopropylethoxy)-2-oxo-10-(thiazol-2-yl)-6,7-dihydro-2H-pyrido[2,1-a]isoquinoline-3-carboxylic acid C1(CC1)C1N2C(C3=CC(=C(C=C3C1)OCCC1CC1)C=1SC=CN1)=CC(C(=C2)C(=O)O)=O